4-(4-morpholino-7-((2-(trimethylsilyl)ethoxy)methyl)-7H-pyrrolo[2,3-d]pyrimidin-6-yl)-N-((1R)-2,2,2-trifluoro-1-(piperidin-3-yl)ethyl)aniline O1CCN(CC1)C=1C2=C(N=CN1)N(C(=C2)C2=CC=C(N[C@@H](C(F)(F)F)C1CNCCC1)C=C2)COCC[Si](C)(C)C